cesium triiodo-lead I[Pb](I)I.[Cs]